ClC=1C(=NC(=NC1)NC=1C=C2C(=NNC2=CC1)C1=CC=C(C#N)C=C1)NC1=C(C=CC=C1)P(=O)(C)C 4-(5-((5-chloro-4-((2-(dimethylphosphoryl)phenyl)amino)pyrimidin-2-yl)amino)-1H-indazol-3-yl)benzonitrile